Ethyl (R)-3-(4-methoxyphenyl)-2-((4-(trifluoromethoxy)phenyl)sulfonamido)propanoate COC1=CC=C(C=C1)C[C@H](C(=O)OCC)NS(=O)(=O)C1=CC=C(C=C1)OC(F)(F)F